C1CC12NCC[C@H](C2)C=2C=CC=1N(C(C=C(N1)C=1C=CC=3N(N1)C=C(N3)Cl)=O)C2 |r| Rac-7-(4-azaspiro[2.5]oct-7-yl)-2-(2-chloroimidazo[1,2-b]pyridazin-6-yl)pyrido[1,2-a]pyrimidin-4-one